FC(OC1=CC=C(C=C1)[N+]#[C-])F (difluoromethoxy)-4-isocyanobenzene